COC1=C(C=CC(=C1)CC(C(=O)O)O)O 3-Methoxy-4-hydroxyphenyllactic acid